C(C)OC1=C(C=CC=C1)C(C)=O 1-(2-ethoxyphenyl)ethan-1-one